C(C)(C)(C)OC(=O)N1CCC(=CC1)C1=CC=NN1C 1-tert-butoxycarbonyl-4-(1-methyl-1H-pyrazol-5-yl)-1,2,3,6-tetrahydropyridine